BrC1=CC=C2C(=N1)N=C(N2)[C@H]2N(C[C@@H](C2)F)C(=O)OC(C)(C)C tert-Butyl (2S,4R)-2-(5-bromo-1H-imidazo[4,5-b]pyridin-2-yl)-4-fluoropyrrolidine-1-carboxylate